NC=1C=C(C=C(C1)C(F)(F)F)[C@@H](C)NC(=O)C1=NN(C(C=C1O)=O)C1=C(C=CC=C1)F N-[(1R)-1-[3-amino-5-(trifluoromethyl)phenyl]ethyl]-1-(2-fluorophenyl)-4-hydroxy-6-oxo-Pyridazine-3-carboxamide